2-amino-5,6-dimethyl-1-(6-methylquinolin-5-yl)-1H-pyrrolo[2,3-b]pyridine-3-carbonitrile NC1=C(C=2C(=NC(=C(C2)C)C)N1C1=C2C=CC=NC2=CC=C1C)C#N